O=C1N(C(CC1)=O)OC(=O)C1=CC=C(C=C1)C1=C2C=C3C(C(=C2OC2=C1C=C1C(C(NC1=C2S(=O)(=O)[O-])C)(C)C)S(=O)(=O)[O-])=NC(C3(C)C)C 5-(4-{[(2,5-dioxo-1-pyrrolidinyl)oxy]carbonyl}phenyl)-2,3,3,7,7,8-hexamethyl-2,3,7,8-tetrahydro-1H-pyrrolo[3',2':6,7]chromeno[3,2-f]indole-10,12-disulfonate